N1N=C(C=C1)[2H] pyrazol-d